1-(2-Chloro-3-fluorobenzyl)-3-cyano-1H-indole-2-carboxamido(ethyl)benzoic acid ClC1=C(CN2C(=C(C3=CC=CC=C23)C#N)C(=O)NC=2C(=C(C(=O)O)C=CC2)CC)C=CC=C1F